6-(2,6-dimethylpyridin-3-yl)benzo[d][1,3]dioxol-5-ol CC1=NC(=CC=C1C=1C(=CC2=C(OCO2)C1)O)C